(3Z,6Z-9S,10R)-9,10-epoxy-octadecadienol C(=C\C=C/CCCC[C@H]1[C@@H](CCCCCCCC)O1)O